4-(3-hydroxyphenyl)naphthalen OC=1C=C(C=CC1)C1=CC=CC2=CC=CC=C12